OC1=C(C=O)C(=CC=C1)OCC=1C(=NC=CC1)C1=CC=NN1CC(F)(F)F 2-hydroxy-6-((2-(1-(2,2,2-trifluoroethyl)-1H-pyrazol-5-yl)pyridin-3-yl)methoxy)benzaldehyde